O(C1=CC=CC=C1)C1CCN(CCC1)C(=O)OC(C)(C)C tert-butyl 4-phenoxyazepane-1-carboxylate